ClC1=CC=C(C=C1)N1NC(=CC1=O)C 2-(4'-chlorophenyl)-5-methyl-1,2-dihydro-3H-pyrazol-3-one